N-((1s,3s)-3-hydroxycyclobutyl)-3-methylbenzenesulfonamide OC1CC(C1)NS(=O)(=O)C1=CC(=CC=C1)C